4-(2-{[(2R,7aS)-2-fluoro-hexahydro-1H-pyrrolizin-7a-yl]methoxy}-8-fluoro-4-{8-oxa-3-azabicyclo[3.2.1]octan-3-yl}quinazolin-7-yl)-5-ethynyl-6-fluoronaphthalen-2-ol F[C@@H]1C[C@@]2(CCCN2C1)COC1=NC2=C(C(=CC=C2C(=N1)N1CC2CCC(C1)O2)C2=CC(=CC1=CC=C(C(=C21)C#C)F)O)F